FC(OC1=CC=C(C=C1)C=1N=C(C(=NC1)C(=O)OC)C)F methyl 5-(4-(difluoromethoxy)phenyl)-3-methylpyrazine-2-carboxylate